COC(C=C)=O.S1C=CC=C1 thiophene methyl-acrylate